OCCOC(CO)(CCCC)O 2-(2'-hydroxyethoxy)-hexane-1,2-diol